FC1=C(C(=CC=C1)F)C1=N[C@H](C=2N(C3=C1C1=C(S3)C[C@@H](C1)C(F)(F)F)C(=NN2)C)C (4S,8R)-6-(2,6-difluorophenyl)-1,4-dimethyl-8-(trifluoromethyl)-8,9-dihydro-4H,7H-cyclopenta[4,5]thieno[3,2-f][1,2,4]triazolo[4,3-a][1,4]diazepine